COC(C1=C(C=CC=C1)CC(=O)N1CCOCC1)=O (2-morpholinyl-2-oxoethyl)benzoic acid methyl ester